FC1=C(C=CC(=C1F)O)B(O)O 2,3-DIFLUORO-4-HYDROXYPHENYLBORONIC ACID